3-(4-fluorophenyl)-1-methyl-4-(pyridin-4-yl)-1H-pyrrole-2-carbonitrile FC1=CC=C(C=C1)C1=C(N(C=C1C1=CC=NC=C1)C)C#N